IC=1N(C2=CC=CC(=C2C1)NC1CCC(CC1)N1CCS(CC1)(=O)=O)CC(F)(F)F 4-(4-((2-iodo-1-(2,2,2-trifluoroethyl)-1H-indol-4-yl)amino)cyclohexyl)thiomorpholine 1,1-dioxide